6-(1-(1-(4-cyclopropylphenyl)ethyl)-4-(propan-1-yn-1-yl)-1H-indazol-7-carboxamido)spiro[3.3]heptane-2-carboxylic acid C1(CC1)C1=CC=C(C=C1)C(C)N1N=CC2=C(C=CC(=C12)C(=O)NC1CC2(CC(C2)C(=O)O)C1)C#CC